tert-butyl 4-(2-((3R,4S)-3,4-difluoropyrrolidin-1-yl)-5-ethyl-7-oxo-4,7-dihydro-[1,2,4]triazolo[1,5-a]pyrimidin-6-yl)piperazine-1-carboxylate F[C@@H]1CN(C[C@@H]1F)C1=NN2C(NC(=C(C2=O)N2CCN(CC2)C(=O)OC(C)(C)C)CC)=N1